4-(1,2,3,4-tetrahydroisoquinolin-7-yl)pyridin C1NCCC2=CC=C(C=C12)C1=CC=NC=C1